O1CN=C2C1=C(C(=CO2)O)O pyrano[2,3-d]oxazole-6,7-diol